C1(CCC1)CN(C(OC(C)(C)C)=O)[C@H]1CN(CCC1)C=1C=NC(=CC1)CC(NC=1C=NC=C(C1)N1CCCC1)=O tert-butyl (R)-(cyclobutylmethyl)(1-(6-(2-oxo-2-((5-(pyrrolidin-1-yl)pyridin-3-yl)amino)ethyl)pyridin-3-yl)piperidin-3-yl)carbamate